3-Fluoro-4-methyl-5-((1R,5S)-2-oxo-3-azabicyclo[3.1.0]hexan-3-yl)picolinaldehyde FC=1C(=NC=C(C1C)N1C([C@@H]2C[C@@H]2C1)=O)C=O